(R)-N-(3-((3-(dimethylamino)pyrrolidin-1-yl)methyl)-5-(trifluoromethyl)phenyl)-6-(5-methylimidazo[1,2-a]pyridine-3-carbonyl)-4,5,6,7-tetrahydrothieno[2,3-c]pyridine-3-carboxamide CN([C@H]1CN(CC1)CC=1C=C(C=C(C1)C(F)(F)F)NC(=O)C1=CSC=2CN(CCC21)C(=O)C2=CN=C1N2C(=CC=C1)C)C